(R or S)-6-fluoro-N~2~-{2-methoxy-4-[1-(methylsulfonyl)ethyl]phenyl}-7-(8-methyl-2,3-dihydro-1H-pyrido[2,3-b][1,4]oxazin-7-yl)quinazoline-2,5-diamine FC1=C(C=2C=NC(=NC2C=C1C1=C(C2=C(OCCN2)N=C1)C)NC1=C(C=C(C=C1)[C@@H](C)S(=O)(=O)C)OC)N |o1:29|